(benzofuran-2-carbonyl)-1-(5-((2-chlorobenzyl)thio)-1,3,4-thiadiazol-2-yl)-3-hydroxy-5-(3-hydroxyphenyl)-1,5-dihydro-2H-pyrrol-2-one O1C(=CC2=C1C=CC=C2)C(=O)C2=C(C(N(C2C2=CC(=CC=C2)O)C=2SC(=NN2)SCC2=C(C=CC=C2)Cl)=O)O